tert-butyl (1-(phenylsulfonyl)-1H-pyrrolo[3,2-c]pyridin-6-yl)carbamate C1(=CC=CC=C1)S(=O)(=O)N1C=CC=2C=NC(=CC21)NC(OC(C)(C)C)=O